N[C@@H]1CN(CCC1)C(=O)[C@@H]1C[C@@H](CN1)SC1=C(N2C([C@@H]([C@H]2[C@H]1C)[C@@H](C)NC(C(F)F)=O)=O)C(=O)O (4R,5S,6R)-3-((3S,5S)-5-((S)-3-Aminopiperidine-1-carbonyl)pyrrolidin-3-ylthio)-6-((R)-1-(2,2-difluoroacetamido)ethyl)-4-methyl-7-oxo-1-azabicyclo[3.2.0]hept-2-ene-2-carboxylic acid